N-(3-morpholino-1H-pyrazolo[4,3-c]pyridin-6-yl)acetamide O1CCN(CC1)C1=NNC2=C1C=NC(=C2)NC(C)=O